N-((S)-1-(2-((S)-2-Cyanopyrrolidin-1-yl)-2-oxoethyl)pyrrolidin-3-yl)benzo[b]thiophen-3-carboxamid C(#N)[C@H]1N(CCC1)C(CN1C[C@H](CC1)NC(=O)C=1C2=C(SC1)C=CC=C2)=O